F[P-](F)(F)(F)(F)F.N1(N=NC2=C1C=CC=C2)O[P+](N(C)C)(N(C)C)N(C)C Benzotriazol-1-yloxytris(dimethylamino)phosphonium hexafluorophosphate